C(C1=CC=CC=C1)[N+]1=CC=C(C=C1)OC1CC(C1)NC(OC(C)(C)C)=O tert-butyl N-[3-(1-benzylpyridin-1-ium-4-yl)oxycyclobutyl]carbamate